4-(1H-pyrazol-3-yl)aniline Sodium [Na].N1N=C(C=C1)C1=CC=C(N)C=C1